2-bromopyridine-3-Sulfonyl chloride BrC1=NC=CC=C1S(=O)(=O)Cl